butanedioic acid 1,4-bis(4-formylphenyl) ester C(=O)C1=CC=C(C=C1)OC(CCC(=O)OC1=CC=C(C=C1)C=O)=O